C[C@H]1OS(OC1)(=O)=O (R)-4-methyl-1,3,2-dioxathiolane 2,2-dioxide